3-isopropoxy-N-(6-(1-methyl-1H-imidazol-5-yl)isoquinolin-3-yl)propanamide C(C)(C)OCCC(=O)NC=1N=CC2=CC=C(C=C2C1)C1=CN=CN1C